benzyl (R)-8-ethyl-1-methyl-1,5,7,8-tetrahydro-6H-[1,4]oxazepino[6,7-f]indazole-6-carboxylate C(C)[C@H]1OC2=C(C=C3C=NN(C3=C2)C)CN(C1)C(=O)OCC1=CC=CC=C1